1-(3-(5-(pyridin-4-yl)furan-2-carboxamido)-5-(trifluoromethyl)pyridin-2-yl)piperidin-4-yl acetate C(C)(=O)OC1CCN(CC1)C1=NC=C(C=C1NC(=O)C=1OC(=CC1)C1=CC=NC=C1)C(F)(F)F